C(C)(C)(C)OC(N(C(=O)OC(C)(C)C)C1=NC=CC2=CC(=CC=C12)CN)=O N-[6-(aminomethyl)-1-isoquinolinyl]-N-tert-butoxycarbonyl-carbamic acid tert-butyl ester